2-(4-phenoxyphenyl)-8-(pyrrolidin-3-yl)-5,6,7,8-tetrahydroimidazo[1,2-b]pyridazine-3-carboxamide O(C1=CC=CC=C1)C1=CC=C(C=C1)C=1N=C2N(NCCC2C2CNCC2)C1C(=O)N